C1C[C@H]([NH2+][C@@H]1CC(=O)[O-])C(=O)[O-] The molecule is an alpha-amino-acid anion that is the conjugate base of (2S,5S)-5-carboxymethylproline, obtained by deprotonation of the two carboxy groups and protonation of the endocyclic amino group. It is a conjugate base of a (5S)-5-(carboxymethyl)-L-proline.